FC=1C=C(C=C(C1)F)N1C=C(C=2C(C(CCC12)(F)F)O)S(=O)(=O)C 1-(3,5-difluorophenyl)-5,5-difluoro-3-(methanesulfonyl)-4,5,6,7-tetrahydro-1H-indol-4-ol